BrC=1C=CC(=C(C1)S(=O)(=N)C1CC1)OC (5-bromo-2-methoxyphenyl)(cyclopropyl)(imino)-λ6-sulfanone